C(C)(C)C=1N=C(SC1C)NC(C1=C(C=CC=C1)C)=O N-(4-Isopropyl-5-methylthiazol-2-yl)-2-methylbenzamide